heptatrienone CC=C=C=CC(=O)C